ClC=1C=C(C=CC1Cl)C1=CC=C2CCC(C2=C1)NC(O[C@@H]1CN2CCC1CC2)=O (S)-quinuclidin-3-yl (6-(3,4-dichlorophenyl)-2,3-dihydro-1H-inden-1-yl)carbamat